ClC=1C=C(C=CC1F)NC(N(C(C)C1=CNC(C2=CC=CC=C12)=O)C(C([2H])([2H])[2H])([2H])[2H])=O 3-(3-chloro-4-fluorophenyl)-1-(ethyl-d5)-1-(1-(1-oxo-1,2-dihydroisoquinolin-4-yl)ethyl)urea